FC(C1=CC=C2C=CC(C2=C1)=O)(F)F 6-(trifluoromethyl)-1-indenone